C(C)(C)(C)OC(NC1(CC1)COC=1C(=C2CC(CC2=CC1)C=O)C#N)=O N-[1-[(4-cyano-2-formyl-2,3-dihydro-1H-inden-5-yl)oxymethyl]cyclopropyl]carbamic acid tert-butyl ester